(+/-)-camphoric acid CC1(C(CCC1(C)C(=O)O)C(=O)O)C